tert-butyl N-{[(6-chloro-4-{3-[(4-methyl-1,2,4-triazol-3-yl)methyl]oxetan-3-yl}pyridin-2-yl)carbamoyl]methyl}-N-methylcarbamate ClC1=CC(=CC(=N1)NC(=O)CN(C(OC(C)(C)C)=O)C)C1(COC1)CC1=NN=CN1C